4-oxopiperidine-1,2-dicarboxylic acid 1-tert-butyl ester 2-methyl ester COC(=O)C1N(CCC(C1)=O)C(=O)OC(C)(C)C